6-methoxy-8-(6-methyl-7-oxo-6,7-dihydro-1H-pyrrolo[2,3-c]pyridin-4-yl)-2-phenyl-2H-1,4-benzoxazin-3(4H)-one COC=1C=C(C2=C(NC(C(O2)C2=CC=CC=C2)=O)C1)C=1C2=C(C(N(C1)C)=O)NC=C2